C[C@@H]1N[C@@H](C=C(C1)C1=C(C=C2C(=NN(C2=C1)C)N1C(NC(CC1)=O)=O)F)C 1-(6-((2S,6R)-2,6-dimethyl-1,2,3,6-tetrahydropyridin-4-yl)-5-fluoro-1-methyl-1H-indazol-3-yl)dihydropyrimidine-2,4(1H,3H)-dione